3,5-dichlorobiphenyl-4-carboxylic acid ClC=1C=C(C=C(C1C(=O)O)Cl)C1=CC=CC=C1